3-((1-(4-((1R,2S)-6-hydroxy-2-phenyl-1,2,3,4-tetrahydronaphthalen-1-yl)phenyl)piperidin-4-yl)methyl)-3,8-diazabicyclo[3.2.1]octan OC=1C=C2CC[C@@H]([C@@H](C2=CC1)C1=CC=C(C=C1)N1CCC(CC1)CN1CC2CCC(C1)N2)C2=CC=CC=C2